C(N)N methandiamin